13-methyl-4,7,10-trioxa-13-azaoctadecane-1-oic acid CN(CCOCCOCCOCCC(=O)O)CCCCC